N1(CCCC1)[C@H]1[C@@H](CCCC1)O trans-2-pyrrolidinocyclohexanol